2,6,9-Trichloroacridine ClC1=CC2=C(C3=CC=C(C=C3N=C2C=C1)Cl)Cl